FC(OC1=CC=C(C=C1)C1=NC2=C(N1CC1=C(COC3=CC=C(C=C3)CC(=O)O)C=CC=C1)C=CC=C2)(F)F 2-(4-((2-((2-(4-(trifluoromethoxy)phenyl)-1H-benzo[d]imidazol-1-yl)methyl)benzyl)oxy)phenyl)acetic acid